N-methyl-N-(2-oxo-2-(4-(5-(trifluoromethyl)-1,2,4-oxadiazol-3-yl)phenyl)ethyl)-1-phenylmethanesulfonamide CN(S(=O)(=O)CC1=CC=CC=C1)CC(C1=CC=C(C=C1)C1=NOC(=N1)C(F)(F)F)=O